C(C)(C)(C)OC(=O)OC(=O)OC(C)(C)C.BrC1=C(C=CC(=C1)Cl)NC(CSC1=CC=C(C=C1)N1C(=NC2=C(C=C(C=C2C1=O)Cl)C)C)=O N-(2-bromo-4-chlorophenyl)-2-((4-(6-chloro-2,8-dimethyl-4-oxoquinazolin-3(4H)-yl)phenyl)thio)acetamide Di-t-butyldicarbonate